CN(S(=O)(=O)C)C1=NC=CC=C1CNC1=NC(=NC=C1C(F)(F)F)NC1=CC=C(C=C1)C(=O)N1[C@@H](COCC1)C N-methyl-N-{3-[({2-[(4-{[(3R)-3-methylmorpholin-4-yl]carbonyl}phenyl)amino]-5-(trifluoromethyl)pyrimidin-4-yl}amino)methyl]pyridin-2-yl}methanesulfonamide